BrC=1C(=CC(=NC1)Cl)C(=O)OC Methyl 5-bromo-2-chloropyridine-4-carboxylate